S1C=NC=2C=NC=C(C21)C(=O)O thiazolo[4,5-c]pyridine-7-carboxylic acid